tert-butyl 4-[2-[3-(2,4-dioxohexahydropyrimidin-1-yl)imidazo[1,2-a]pyridin-7-yl]ethynyl]piperidine-1-carboxylate O=C1N(CCC(N1)=O)C1=CN=C2N1C=CC(=C2)C#CC2CCN(CC2)C(=O)OC(C)(C)C